8-methyl-6-(5-methyl-4-prop-2-enoyl-2,3-dihydroquinoxalin-1-yl)pyrido[2,3-d]pyrimidin-7-one CN1C(C(=CC2=C1N=CN=C2)N2CCN(C1=C(C=CC=C21)C)C(C=C)=O)=O